BrC1=CC(=C(C=N1)C(=O)C1=C(C=CC=C1)Cl)I (6-bromo-4-iodo-pyridin-3-yl)(2-chlorophenyl)methanone